(1R,3S)-3-(3-(2-(3-methylisoxazol-5-yl)acetamido)-1H-pyrazol-5-yl)cyclopentyl 3-methylbutanoate CC(CC(=O)O[C@H]1C[C@H](CC1)C1=CC(=NN1)NC(CC1=CC(=NO1)C)=O)C